N-[5-(2,2-difluoroethoxy)-4,6-dimethoxy-pyrimidin-2-yl]-7-pyrazin-2-yl-1H-indole-3-sulfonamide FC(COC=1C(=NC(=NC1OC)NS(=O)(=O)C1=CNC2=C(C=CC=C12)C1=NC=CN=C1)OC)F